CN1N=CC2=C1SC(=C2)C(=O)O 1-methylthieno[2,3-c]pyrazole-5-carboxylic acid